C(C)(C)(C)OC(=O)N1CCN(CC1)C1=NC(=NC2=CC(=C(C=C12)Cl)Br)NC[C@H](C(C)(C)O)F (R)-4-(7-bromo-6-chloro-2-((2-fluoro-3-hydroxy-3-methylbutyl)amino)quinazolin-4-yl)piperazine-1-carboxylic acid tert-butyl ester